C(CCCCCCC\C=C/C\C=C/CCCCC)(=O)OCCCCCCCCCCCCCCCCCCCCCCCCCCCCCCCC dotriacontyl linoleate